C(C)(C)(C)OC(=O)N1[C@H](CN(CC1)C(=O)OCC1=CC=CC=C1)C(C)=O (2R)-2-Acetylpiperazine-1,4-dicarboxylic acid 4-benzyl ester 1-tert-butyl ester